2-[6-bromo-4-(2,2-difluorospiro[2.3]hexan-5-yl)oxy-1-oxophthalazin-2-yl]-N-(cis-3-hydroxy-3-methylcyclobutyl)acetamide BrC=1C=C2C(=NN(C(C2=CC1)=O)CC(=O)NC1CC(C1)(C)O)OC1CC2(C(C2)(F)F)C1